oxazole-2-carboxylic acid ((R)-7-hydroxy-2,3-dihydro-benzo[1,4]dioxin-2-ylmethyl)-amide OC=1C=CC2=C(O[C@@H](CO2)CNC(=O)C=2OC=CN2)C1